OC=1C=CC(=NC1)NC(C1=CC=C(C=C1)C=1C=NC=CC1)=O N-(5-hydroxy-pyridin-2-yl)-4-(pyridin-3-yl)benzamide